β-(3,5-di-tertButyl-4-hydroxyphenyl)propionate C(C)(C)(C)C=1C=C(C=C(C1O)C(C)(C)C)CCC(=O)[O-]